1-vinyl-2-(vinyloxy)-1H-benzimidazole C(=C)N1C(=NC2=C1C=CC=C2)OC=C